C(C)(C)(C)OC(=O)N1CCN(CC1)C=1SC(=CN1)NC(C1=CC=C(C=C1)CCNC(=O)OC(C)(C)C)=O 4-{5-[4-(2-tert-butoxycarbonylamino-ethyl)-benzoylamino]-thiazol-2-yl}-piperazine-1-carboxylic acid tert-butyl ester